(Z)-2-(5-fluoro-1-(4-hydroxy-3,5-dimethoxybenzylidene)-2-methyl-1H-inden-3-yl)-N-(furan-2-ylmethyl)acetamide FC=1C=C2C(=C(/C(/C2=CC1)=C/C1=CC(=C(C(=C1)OC)O)OC)C)CC(=O)NCC=1OC=CC1